C(CCCCCC)OC[C@@H](COCCCCCCCC\C=C/C\C=C/CCCCC)N(C)C (2S)-1-(heptyloxy)-N,N-dimethyl-3-[(9Z,12Z)-octadec-9,12-dien-1-yloxy]propan-2-amine